CN1CC(OB(OC(C1)=O)C(CC1=CC=CC=C1)\C=C\CCC)=O (E)-6-methyl-2-(1-phenylhept-3-en-2-yl)-1,3,6,2-dioxazaborocan-4,8-dione